Cl.NC(C(=O)N1CCN(CC1)C(=O)NC1=NC(N(C=C1)C1=CC=C(C=C1)CN1CC2(CC2)[C@H](C1)N)=O)(C)C 4-(2-Amino-2-methylpropanoyl)-N-[1-(4-{[(7R)-7-amino-5-azaspiro[2.4]heptan-5-yl]methyl}phenyl)-2-oxo-1,2-dihydropyrimidin-4-yl]piperazine-1-carboxamide hydrochloride salt